3-(2-(1H-pyrazolo[3,4-b]pyridin-5-yl)ethynyl)-N-(3-tert-butyl-5-(4-methyl-1H-imidazol-1-yl)phenyl)-4-methylbenzamide N1N=CC=2C1=NC=C(C2)C#CC=2C=C(C(=O)NC1=CC(=CC(=C1)N1C=NC(=C1)C)C(C)(C)C)C=CC2C